1-(2-isonicotinoyl-2-azaspiro[3.3]hept-6-yl)-3-(4-methoxybenzyl)urea C(C1=CC=NC=C1)(=O)N1CC2(C1)CC(C2)NC(=O)NCC2=CC=C(C=C2)OC